N-((5-chloro-6-(imidazo[2,1-b]thiazol-6-yl)-1H-indol-2-yl)methyl)acetamide ClC=1C=C2C=C(NC2=CC1C=1N=C2SC=CN2C1)CNC(C)=O